O[C@@H]1CN(C[C@@H]1O)C1=C(C=C2C(C(=CN(C2=N1)C1=C(C=C(C=C1F)F)F)C(=O)N[C@@H](C(F)(F)F)CC)=O)F 7-[(3R,4S)-3,4-dihydroxypyrrolidin-1-yl]-6-fluoro-4-oxo-N-[(2R)-1,1,1-trifluorobutan-2-yl]-1-(2,4,6-trifluorophenyl)-1,4-dihydro-1,8-naphthyridine-3-carboxamide